2-(3-chloro-5-fluorophenoxy)-8,8-difluoro-5-trifluoromethylbicyclo[4.2.0]octa-1,3,5-triene-7-one ClC=1C=C(OC2=C3C(C(C3=C(C=C2)C(F)(F)F)=O)(F)F)C=C(C1)F